(S)-3-(3-fluoro-4-(6-(2-ethyl-2H-tetrazol-5-yl)pyridin-3-yl)phenyl)-5-(1-hydroxy-1-cyclopropylmethyl)oxazolidin-2-one FC=1C=C(C=CC1C=1C=NC(=CC1)C=1N=NN(N1)CC)N1C(O[C@@H](C1)C(C1CC1)O)=O